(S)-N-(1-cyclopropyl-4-(3-((methylamino)methyl)piperidin-1-yl)-3-(trifluoromethyl)-1H-indol-5-yl)-2-(pyridazin-4-yl)thiazole-4-carboxamide C1(CC1)N1C=C(C2=C(C(=CC=C12)NC(=O)C=1N=C(SC1)C1=CN=NC=C1)N1C[C@@H](CCC1)CNC)C(F)(F)F